ethyl 2-[3-(3,5-dimethyl-isoxazol-4-yl)pyrazolo[1,5-a]pyridin-5-yl]-4-methoxy-thiazole-5-carboxylate CC1=NOC(=C1C=1C=NN2C1C=C(C=C2)C=2SC(=C(N2)OC)C(=O)OCC)C